FC(C(C)(O)C)(F)F 1,1,1-trifluoro-2-methyl-propan-2-ol